methoxymethyl 3-ethyl-4-hydroxy-2,6-xylenecarboxylate C(C)C1=C(C(=C(C=C1O)C)C(=O)OCOC)C